ClC=1C=C(C=CC1Cl)CS(=O)(=O)Cl (3,4-Dichlorophenyl)methanesulfonyl chloride